C(CCCCCCCCC)C1=C(C(=CC=C1)O)C(C=CC1=CC=CC=C1)=O 1-(2-Decyl-6-hydroxyphenyl)-3-phenylprop-2-en-1-one